CN1CC2=CC(=CC(=C2CC1)C)C=1N=C2C(=NC1)N(C=C2C2=CC(=C(C(=O)N(C)C[C@@H](C)O)C=C2)C)S(=O)(=O)C2=CC=C(C)C=C2 (R)-4-(2-(2,5-dimethyl-1,2,3,4-tetrahydroisoquinolin-7-yl)-5-tosyl-5H-pyrrolo[2,3-b]pyrazin-7-yl)-N-(2-hydroxypropyl)-N,2-dimethylbenzamide